CN(C=1C=C2C=CC=C(C2=CC1)S(=O)(=O)O)C 6-(dimethylamino)naphthalene-1-sulfonic acid